C1(CC1)C1=C(C(=O)NC2=NN=NN2C)C=CC(=C1SCC)C(F)(F)F 2-Cyclopropyl-3-(ethylsulfanyl)-N-(1-methyl-1H-tetrazol-5-yl)-4-(trifluoromethyl)benzamide